N-((2-chloropyrimidin-5-yl)(oxo)(propyl)-λ6-sulfanylidene)-2,2,2-trifluoroacetamide ClC1=NC=C(C=N1)S(=NC(C(F)(F)F)=O)(CCC)=O